ClC=1C=C(NC2(CCC3(C(CC4=CC=CC=C34)CCCOC=3C4=C(N=CN3)CCC4(C)C)CC2)C(=O)O)C=CC1 (1r,4r)-4-(3-chloroanilino)-2'-{3-[(5,5-dimethyl-6,7-dihydro-5H-cyclopenta[d]pyrimidin-4-yl)oxy]propyl}-2',3'-dihydrospiro[cyclohexane-1,1'-indene]-4-carboxylic acid